3-{2-methyl-1-[3-(pyridin-3-yl)-1,2,4-oxadiazol-5-yl]propyl}-1-[3-(trifluoromethyl)-phenyl]urea CC(C(C1=NC(=NO1)C=1C=NC=CC1)NC(NC1=CC(=CC=C1)C(F)(F)F)=O)C